C(C)(C)(C)OC(=O)N1CCC(CC1)NC(=O)C1=C(OC2=C1C=C(C=C2)OCC2=CC=CC=C2)C 4-(5-(benzyloxy)-2-methylbenzofuran-3-carboxamido)piperidine-1-carboxylic acid tert-butyl ester